methyl 4-(methoxycarbonyl)-4-[(1-oxopropyl) phenylamino]-1-piperidinepropanoate COC(=O)C1(CCN(CC1)CCC(=O)OC)N(C1=CC=CC=C1)C(CC)=O